N-(5-(3'-(4-(tert-butyl)piperazin-1-yl)-5-fluoro-2-hydroxy-[1,1'-biphenyl]-3-yl)pyrimidin-2-yl)acetamide C(C)(C)(C)N1CCN(CC1)C=1C=C(C=CC1)C1=C(C(=CC(=C1)F)C=1C=NC(=NC1)NC(C)=O)O